CC(C)CC=C[C@@H](C)[C@H]1CC[C@H]2[C@@H]3CC=C4CCCC[C@]4(C)[C@H]3CC[C@]12C cholest-5,22-dien